4-hydroxy-1-methyl-1H-1,2,3-triazole-5-carboxylic acid OC=1N=NN(C1C(=O)O)C